ClC1=NC(=C2N=CN(C2=N1)[C@@H]1O[C@@H]([C@H]2OC(O[C@H]21)(C)C)CO)N2CC1(CC3=CC=C(C=C3C1)F)C2 [(3aR,4R,6R,6aR)-4-[2-chloro-6-(5'-fluorospiro[azetidine-3,2'-indane]-1-yl)purin-9-yl]-2,2-dimethyl-3a,4,6,6a-tetrahydrofuro[3,4-d][1,3]dioxol-6-yl]methanol